OC[C@H]1CN(CCN1)C(=O)OC(C)(C)C tert-Butyl (R)-3-(hydroxymethyl)piperazine-1-carboxylate